bicyclo[2.2.1]-5-heptene-2-formate C12C(CC(C=C1)C2)C(=O)[O-]